BrC=1C=C2C(N(C(=NC2=CC1)[C@@H](CCC)N1CCN(C[C@H](C1)CO)C)CC)=O 6-bromo-3-ethyl-2-((R)-1-((R)-6-(hydroxymethyl)-4-methyl-1,4-diazepan-1-yl)butyl)quinazolin-4(3H)-one